ethyl 2,6-difluorobenzyl(4-((dimethylamino)methyl)-3-((6-(N-Methylmethanesulfonylamino)pyridazin-3-yl)carbamoyl)-5-(4-nitrophenyl)thiophen-2-yl)carbamate FC1=C(CN(C(OCC)=O)C=2SC(=C(C2C(NC=2N=NC(=CC2)NS(=O)(=O)CC)=O)CN(C)C)C2=CC=C(C=C2)[N+](=O)[O-])C(=CC=C1)F